CN1N=CC=C1C#CC=1C=C(C=CC1)N1N=C2C(=C1)CCC2C2=CC=CC=C2 2-(3-((1-methyl-1H-pyrazole-5-yl)ethynyl)phenyl)-6-phenyl-2,4,5,6-tetrahydrocyclopenta[c]pyrazole